6,6-bis(methoxymethyl)-2-methyloctane COCC(CCCC(C)C)(CC)COC